COC=1C=CC2=C([Si](C(N2)C2=CC=CC=C2)(C)C)C1 5-methoxy-3,3-dimethyl-2-phenyl-2,3-dihydro-1H-benzo[d][1,3]azasilole